COC=1C=C(C(=O)NC)C=CC1NCC#CC=1N=C2N(C=CC=C2N[C@@H]2CC=3N(CC2)C=NC3)C1SC(F)(F)F (S)-3-methoxy-N-methyl-4-((3-(8-((5,6,7,8-tetrahydroimidazo[1,5-a]pyridin-7-yl)amino)-3-((trifluoromethyl)thio)imidazo[1,2-a]pyridin-2-yl)prop-2-yn-1-yl)amino)benzamide